Methyl 2-[2-({[3-bromo-1-(3-chloropyridin-2-yl)-1H-pyrazol-5-yl]carbonyl} amino)-5-cyano-3-methylbenzoyl]-2-methylhydrazinecarboxylate BrC1=NN(C(=C1)C(=O)NC1=C(C(=O)N(NC(=O)OC)C)C=C(C=C1C)C#N)C1=NC=CC=C1Cl